4-(3-quinolylamino)-2-{p-[(1s,3s)-3-piperidinocyclobutoxy]phenyl-amino}pyrimidine N1=CC(=CC2=CC=CC=C12)NC1=NC(=NC=C1)NC1=CC=C(C=C1)OC1CC(C1)N1CCCCC1